FC(F)(F)C1=C(C=CC=C1)S(=O)(=O)O Trifluoromethylbenzenesulfonic acid